CC1CCN(CC1)C1=C(C=C(C=C1)NC1CCC(CC1)NC(OC(C)(C)C)=O)C(F)(F)F tert-butyl (4-((4-(4-methylpiperidin-1-yl)-3-(trifluoromethyl)phenyl)amino)cyclohexyl)carbamate